COCCN(CCC(=O)O)C(CN(C(CN(C(CNC(CC)=O)=O)CCOC)=O)CCOC)=O 4,7,10-tris(2-methoxyethyl)-5,8,11,14-tetraoxo-4,7,10,13-tetraazahexadecan-1-oic acid